N-phenyl hexylenediamine 1-benzylpiperidin-4-yl [1,1'-biphenyl]-2-ylcarbamate C1(=C(C=CC=C1)NC(OC1CCN(CC1)CC1=CC=CC=C1)=O)C1=CC=CC=C1.C1(=CC=CC=C1)NCCCCCCN